2-OXO-1,3-OXAZOLIDINE-4-CARBOXYLIC ACID O=C1OCC(N1)C(=O)O